2-(6-(Methylcarbamoyl)pyridin-3-yl)-4,6-dihydro-5H-thieno[2,3-c]pyrrole-5-carboxylic acid tert-butyl ester C(C)(C)(C)OC(=O)N1CC2=C(C1)C=C(S2)C=2C=NC(=CC2)C(NC)=O